C(C)(C)(C)OC(=O)N[C@@H]1CC(N(C1)C1=CC=C(C=C1)S(=O)(=O)N1CCN(CC1)C1=NC(=CC(=C1)C([C@@H]1CN(CCO1)C(=O)OC(C)(C)C)(F)F)Cl)=O tert-butyl (2S)-2-[[2-[4-[4-[(4R)-4-(tert-butoxycarbonylamino)-2-oxo-pyrrolidin-1-yl]phenyl]sulfonylpiperazin-1-yl]-6-chloro-4-pyridyl]-difluoro-methyl]morpholine-4-carboxylate